(R)-6-(4-(2-methoxyphenyl)piperidin-1-yl)-2-(pyridazin-4-yl)-2-azaspiro[3.4]octane COC1=C(C=CC=C1)C1CCN(CC1)[C@H]1CC2(CN(C2)C2=CN=NC=C2)CC1